FC1=C(C=CC(=C1C)OC1=CC2=C(N(C=N2)C)C=C1)NC=1C2=C(N=CN1)C=CC(=N2)[C@H]2C[C@@H](N(C2)C(C=C)=O)C 1-((2S,4S)-4-(4-((2-fluoro-3-methyl-4-((1-methyl-1H-benzo[d]imidazol-5-yl)oxy)phenyl)amino)pyrido[3,2-d]pyrimidin-6-yl)-2-methylpyrrolidin-1-yl)prop-2-en-1-one